N1(CCCCC1)CCC1CCNCC1 4-[2-(piperidinyl)ethyl]piperidine